The molecule is an organophosphate oxoanion resulting from the deprotonation of all four phosphate OH groups from D-ribose 5-triphosphate; major species at pH 7.3. It is a conjugate base of a D-ribose 5-triphosphate. C([C@@H]1[C@H]([C@H](C(O1)O)O)O)OP(=O)([O-])OP(=O)([O-])OP(=O)([O-])[O-]